2-(4-nitrophenyl)-6-(piperidin-1-yl)imidazo[1,2-a]pyridin-3-amine [N+](=O)([O-])C1=CC=C(C=C1)C=1N=C2N(C=C(C=C2)N2CCCCC2)C1N